FC=1C(=CC2=CN(N=C2C1)C)NC(=O)N1CCC=2C1=NC=CC2N2C[C@@H](N(CC2)C(=O)OC(C)(C)C)C tert-butyl (S)-4-(1-((6-fluoro-2-methyl-2H-indazol-5-yl)carbamoyl)-2,3-dihydro-1H-pyrrolo[2,3-b]pyridin-4-yl)-2-methylpiperazine-1-carboxylate